OC1=C2C=CC=C(C2=CC=C1)C(=O)NCCCNC(OC(C)(C)C)=O tert-butyl N-[3-[(5-hydroxynaphthalene-1-carbonyl)amino]propyl]carbamate